C(CCCCCCCCC)O.[C] carbon decanol